bis(4-Hydroxybutyl)terephthalate OCCCCOC(C1=CC=C(C(=O)OCCCCO)C=C1)=O